N1=C(C=CC=C1)C=1N=C(SC1C#N)NC1=NC=CC(=C1)C(F)(F)F (pyridin-2-yl)-2-((4-(trifluoromethyl)pyridin-2-yl)amino)thiazole-5-carbonitrile